NC=1C=C(C=C(C1)C(F)(F)F)[C@@H](C)NC(=O)C=1C=CC(N(C1)C=1C=C(C=CC1)N1C(CN(CC1)C(=O)OC(C)(C)C)=O)=O tert-butyl 4-[3-[5-[[(1R)-1-[3-amino-5-(trifluoromethyl) phenyl] ethyl] carbamoyl]-2-oxo-1-pyridinyl] phenyl]-3-oxo-piperazine-1-carboxylate